ClCC(=O)N(C1=CC(=C(C=C1)OC)Cl)C1(CCOCC1)C(=O)NCCC1=CC=CC=C1 4-(2-Chloro-N-(3-chloro-4-methoxyphenyl)acetamido)-N-phenethyltetrahydro-2H-pyran-4-carboxamide